N-(6-(4-fluorophenyl)-1-(5-(trifluoromethyl)pyridin-2-yl)-1H-pyrazolo[3,4-d]pyrimidin-4-yl)-5-nitrothiophene-2-carboxamide FC1=CC=C(C=C1)C1=NC(=C2C(=N1)N(N=C2)C2=NC=C(C=C2)C(F)(F)F)NC(=O)C=2SC(=CC2)[N+](=O)[O-]